COC1=CC=C(CN(S(=O)(=O)C2=C(C=CC(=C2C=2N=NN(N2)CC2=CC=C(C=C2)OC)I)SC[C@H](CNC(OC(C)(C)C)=O)O[Si](C)(C)C(C)(C)C)CC2=CC=C(C=C2)OC)C=C1 (S)-tert-butyl (3-((2-(N,N-bis(4-methoxybenzyl)sulfamoyl)-4-iodo-3-(2-(4-methoxybenzyl)-2H-tetrazol-5-yl)phenyl)thio)-2-((tert-butyldimethylsilyl)oxy)propyl)carbamate